7-Benzyloxy-2,3-dihydro-benzo[1,4]dioxine-2-carboxylic acid (1-methyl-piperidin-4-ylmethyl)-amide CN1CCC(CC1)CNC(=O)C1COC2=C(O1)C=C(C=C2)OCC2=CC=CC=C2